C(#N)C=1C=C2C=CN(C2=CC1)C(=O)NCC1=CC=C(C=C1)S(=O)(=O)N1CCCCC1 5-cyano-N-(4-(piperidin-1-ylsulfonyl)benzyl)-1H-indole-1-carboxamide